(S)-8-(6-amino-5-((3-fluoro-1H-indol-4-yl)thio)pyrazin-2-yl)-2-oxo-8-azaspiro[4.5]decan-4-amine NC1=C(N=CC(=N1)N1CCC2([C@H](CC(C2)=O)N)CC1)SC1=C2C(=CNC2=CC=C1)F